NC=1C=C(C=C2C=C(N=CC12)NC(=O)[C@@H]1[C@H](C1)CC#N)C=1C(=NC=CC1C)C=1C=NN(C1)C |r| (±)-trans-(1s,2r)-N-(8-amino-6-(4-methyl-2-(1-methyl-1H-pyrazol-4-yl)pyridin-3-yl)isoquinolin-3-yl)-2-(cyanomethyl)cyclopropanecarboxamide